FC=1C=NC=CC1B(O)O 3-FLUOROPYRIDINE-4-BORONIC ACID